9,9-bis(4-cyanooxyphenyl)fluorene C(#N)OC1=CC=C(C=C1)C1(C2=CC=CC=C2C=2C=CC=CC12)C1=CC=C(C=C1)OC#N